2-((1-(azetidine-1-carbonyl)cyclopropyl)methyl)-N-(4-chlorobenzyl)-1,6-dioxo-1,3,4,6-tetrahydro-2H-pyrido[1,2-a]pyrazine-7-carboxamide N1(CCC1)C(=O)C1(CC1)CN1C(C=2N(CC1)C(C(=CC2)C(=O)NCC2=CC=C(C=C2)Cl)=O)=O